vinyl 3,3-dimethyl-4-pentenate CC(CC(=O)OC=C)(C=C)C